4-(4-(3-bromo-5-fluoro-2-hydroxyphenyl)pyridin-2-yl)piperazine-1-carboxylic acid tert-butyl ester C(C)(C)(C)OC(=O)N1CCN(CC1)C1=NC=CC(=C1)C1=C(C(=CC(=C1)F)Br)O